5-fluoro-2-azabicyclo[2.1.1]hexane FC1C2CNC1C2